tert-butyl 4-[3-chloro-5-[(4-chlorophenyl)methoxycarbonyl]-2-pyridyl]piperazine-1-carboxylate ClC=1C(=NC=C(C1)C(=O)OCC1=CC=C(C=C1)Cl)N1CCN(CC1)C(=O)OC(C)(C)C